OC1=NC(=C(C(=N1)N)N)N 2-hydroxy-4,5,6-triaminopyrimidine